N,N-Dimethyl-[5-(p-chlorophenyl)-6-(1-{[p-(trifluoromethyl)phenyl]methyl}-1H-pyrazol-4-yl)-4-pyrimidinyl]amine CN(C)C1=NC=NC(=C1C1=CC=C(C=C1)Cl)C=1C=NN(C1)CC1=CC=C(C=C1)C(F)(F)F